6-(Benzyloxy)-3-bromo-5-iodoquinoline C(C1=CC=CC=C1)OC=1C(=C2C=C(C=NC2=CC1)Br)I